C(#N)C1=C(C=CC=C1)S(=O)(=O)N1C[C@@H]([C@@](C1)(CO)O)OC1=C(C=C(C#N)C=C1)OCC(F)(F)F 4-(((3S,4R)-1-((2-cyanophenyl)sulfonyl)-4-hydroxy-4-(hydroxymethyl)pyrrolidin-3-yl)oxy)-3-(2,2,2-trifluoroethoxy)benzonitrile